indium-gallium-tin [Sn].[Ga].[In]